C(C)(=O)N(C1=C(C(=O)OC)C=C(C=C1)C1=NC=C(C=C1)C(NCCCC=1C=NNC1)=O)CC1CC1 methyl 2-[acetyl(cyclopropylmethyl)amino]-5-[5-[3-(1H-pyrazol-4-yl)propylcarbamoyl]-2-pyridyl]benzoate